BrC=1C(N(C(=C(C1OCC1=C(C=C(C=C1)F)F)CCC1=CC=CC=C1)C)C1=C(C=CC=C1F)F)=O 3-bromo-4-[(2,4-difluorobenzyl)oxy]-1-(2,6-difluorophenyl)-6-methyl-5-[(E)-2-phenylethyl]pyridin-2(1H)-one